ClC=1C(=NC(=CC1)OC)C(=O)N1CCN(CC1)CC1=C(N=C2N1C=CC=C2)C2=CC=C(C=C2)Cl (3-chloro-6-methoxypyridin-2-yl)(4-{[2-(4-chlorophenyl)imidazo[1,2-a]pyridine-3-yl]methyl}piperazin-1-yl)methanone